BrC1=CC=C(C=C1)N(C(=O)[C@H]1N(CCC1)C([C@H](C(C)(C)C)NC(=O)C1=CC2=C(S1)C=CC(=C2)C(F)(F)P(O)(O)=O)=O)CCC(=O)NC ((2-(((S)-1-((S)-2-((4-bromophenyl)(3-(methylamino)-3-oxopropyl)carbamoyl)pyrrolidin-1-yl)-3,3-dimethyl-1-oxobutan-2-yl)carbamoyl)benzo[b]thiophen-5-yl)difluoromethyl)phosphonic acid